1-[4-[7-[6-amino-3-(trifluoromethyl)-2-pyridyl]-6-chloro-2-[[(2S,4R)-4-(difluoromethoxy)-1-methyl-pyrrolidin-2-yl]methoxy]quinazolin-4-yl]piperazin-1-yl]prop-2-en-1-one NC1=CC=C(C(=N1)C1=C(C=C2C(=NC(=NC2=C1)OC[C@H]1N(C[C@@H](C1)OC(F)F)C)N1CCN(CC1)C(C=C)=O)Cl)C(F)(F)F